[Si](C)(C)(C(C)(C)C)OC1=NN(C(=C1)I)C 3-((tert-Butyldimethylsilyl)oxy)-5-iodo-1-methyl-1H-pyrazole